CC1(OCC(O1)C)C1=CC=2C(CCC(C2C=C1)(C)C)(C)C 2,4-Dimethyl-2-(5,5,8,8-tetramethyl-5,6,7,8-tetrahydro-naphthalen-2-yl)-1,3-dioxolane